6,8-bis(phenylthio)-1,2,3,4-tetrahydroquinoline C1(=CC=CC=C1)SC=1C=C2CCCNC2=C(C1)SC1=CC=CC=C1